3-(4-methoxyphenyl)-3-oxo-propionic acid ethyl ester C(C)OC(CC(=O)C1=CC=C(C=C1)OC)=O